COC1=C(C=CC(=C1)C2=C(C(=O)C3=C(C=C(C=C3O2)O)O)O)O[C@H]4[C@@H]([C@H]([C@@H]([C@H](O4)CO)O)O)O The molecule is a glycosyloxyflavone that is isorhamnetin substituted at position 4' by a beta-D-glucosyl residue. It has a role as a metabolite. It is a beta-L-glucoside, a glycosyloxyflavone, a monomethoxyflavone, a monosaccharide derivative and a trihydroxyflavone. It derives from a beta-L-glucose and an isorhamnetin.